4,5-difluoro-11-azatricyclo[6.2.1.02,7]Undecane-2,4,6,9-tetraene hydrochloride Cl.FC=1C=C2C3C=CC(C2=CC1F)N3